(S)-6-Methyl-N-(4-(piperidin-3-yl)-phenyl)-nicotinamid CC1=NC=C(C(=O)NC2=CC=C(C=C2)[C@H]2CNCCC2)C=C1